2-oxo-3-(pyridin-4-yl)-2,3-dihydro-1H-benzo[d]imidazole-5-carboxylic acid O=C1N(C2=C(N1)C=CC(=C2)C(=O)O)C2=CC=NC=C2